CN(C)\C=C(\C(=O)OCC)/C(C(F)F)=O ethyl (E)-2-((dimethylamino) methylene)-4,4-difluoro-3-oxobutanoate